N1(CCCC1)CCCOC(=O)OC(C(=O)OCCCCCCCC(OC(CCCCCC)CCCCCCCC)=O)CCC(=O)OCCCCCCCC(OC(CCCCCC)CCCCCCCC)=O bis(8-oxo-8-(pentadecan-7-yloxy)octyl) 2-(((3-(pyrrolidin-1-yl)propoxy)carbonyl)oxy)pentanedioate